C(C1=CC=CC=C1)N(C(=O)C1=C(C=C(C=C1)Br)CC(=O)OC)C methyl 2-(2-(benzyl(methyl)carbamoyl)-5-bromophenyl)acetate